5-(Azetidin-3-ylamino)-2-methyl-N-(1-(5,6,7,8-tetrahydronaphthalen-1-yl)ethyl)benzamide N1CC(C1)NC=1C=CC(=C(C(=O)NC(C)C2=CC=CC=3CCCCC23)C1)C